4-benzyl-6-methylpiperazine-2-carboxylate C(C1=CC=CC=C1)N1CC(NC(C1)C)C(=O)[O-]